NC1=NC2=CC=C(C=C2C=C1C)C(=O)N(N(C)CC)CC1=NC=C(C=C1)C(F)(F)F 2-amino-N'-ethyl-N',3-dimethyl-N-((5-(trifluoromethyl)pyridin-2-yl)methyl)quinoline-6-carbohydrazide